ClC1=NC2=CC(=C(C=C2C(=N1)N1CCCC1)OC)OC 2-chloro-6,7-dimethoxy-4-(pyrrolidin-1-yl)quinazoline